O1CCOC2=C1C=CC=C2CN2CCC(CC2)CCNC(C2=CC=C(C=C2)OC2=CC=CC=C2)=O N-{2-[1-(2,3-dihydro-1,4-benzodioxin-5-ylmethyl)piperidin-4-yl]ethyl}-4-phenoxybenzamide